ClC1=NC=2C(CCCC2C=C1C(=O)NS(=O)(=O)C1=CC=CC(=N1)NC(CC[C@H]1CC(N(C1)C(=O)OC(C)(C)C)(C)C)C1=NC=CC=C1)(C)C tert-butyl (4S)-4-[3-[[6-[(2-chloro-8,8-dimethyl-6,7-dihydro-5H-quinoline-3-carbonyl)sulfamoyl]-2-pyridyl]amino]-3-(2-pyridyl)propyl]-2,2-dimethyl-pyrrolidine-1-carboxylate